2-(1,2,3,4-tetrahydronaphthalen-1-yl)acetamide C1(CCCC2=CC=CC=C12)CC(=O)N